6-(1,3-dimethyl-1H-pyrazol-4-yl)-2-(6-(((1S,3R,5R)-1-ethyl-5-methyl-8-azabicyclo[3.2.1]octan-3-yl)oxy)pyridazin-3-yl)-2,3-dihydro-1H-pyrrolo[3,4-c]pyridin-1-one CN1N=C(C(=C1)C1=CC2=C(C=N1)CN(C2=O)C=2N=NC(=CC2)O[C@H]2C[C@@]1(CC[C@](C2)(N1)C)CC)C